2-cyano-3-(4-fluorophenyl)propionic acid C(#N)C(C(=O)O)CC1=CC=C(C=C1)F